DIHYDROPHENANTHREN C1CC=CC=2C3=CC=CC=C3C=CC12